C(C)(C)(C)C=1SC2=C(N1)C(CC1(CCN(CC1)C(=O)C1=CC(=C3C=CC(=NC3=C1)NC)OC)C2)=O 2-(tert-butyl)-1'-(5-methoxy-2-(methylamino)quinoline-7-carbonyl)-5H-spiro[benzo[d]thiazol-6,4'-piperidin]-4(7H)-one